O[C@H]1C[C@H](C1)NC(OC(C)(C)C)=O tert-Butyl N-[cis-3-hydroxycyclobutyl]carbamate